(R)-1-(2-fluoropyridin-4-yl)-2-methylpiperazine dihydrochloride Cl.Cl.FC1=NC=CC(=C1)N1[C@@H](CNCC1)C